COC(=O)C=1C(=CC=2N(C1)C=C(N2)C2CC2)OC(C)C 2-cyclopropyl-7-isopropoxylimidazo[1,2-a]pyridine-6-carboxylic acid methyl ester